(1,3-dimethyl-acetonyl)pentenoyl-(phytyl)-dithiodiethanolate CC(C(=O)CC)CCC=CC(=O)C(CSSCC[O-])([O-])C\C=C(/C)\CCC[C@H](C)CCC[C@H](C)CCCC(C)C